FC(C=1C(=C(C=CC1)[C@@H](C)NC=1C2=C(N=C(N1)C)N=C(C(=C2)N2CCN(CC2)C)OC2COC2)F)F (R)-N-(1-(3-(difluoromethyl)-2-fluorophenyl)ethyl)-2-methyl-6-(4-methylpiperazin-1-yl)-7-(oxetan-3-yloxy)pyrido[2,3-d]pyrimidin-4-amine